3-(4-(3,8-diazabicyclo[3.2.1]octan-3-yl)-6,8-difluoro-2-((1-(morpholinomethyl)cyclopropyl)methoxy)quinazolin-7-yl)-4-((trifluoromethyl)thio)phenol C12CN(CC(CC1)N2)C2=NC(=NC1=C(C(=C(C=C21)F)C=2C=C(C=CC2SC(F)(F)F)O)F)OCC2(CC2)CN2CCOCC2